silicon-iron [Fe].[Si]